OCC1=CC=C(C=C1)C=1OC2=C(C1C(=O)O)C=CC=C2 2-(4-hydroxymethyl-phenyl)benzofuran-3-carboxylic acid